2-[(tert-butylcarbamoyl) amino]-2-oxoethyl 2-[({4-oxo-5-phenyl-3H,4H-thieno[2,3-d]pyrimidin-2-yl}methyl) sulfanyl]acetate O=C1C2=C(N=C(N1)CSCC(=O)OCC(=O)NC(NC(C)(C)C)=O)SC=C2C2=CC=CC=C2